7-(5-(3-Cyano-6-(2-hydroxyethoxy)pyrazolo[1,5-a]pyridin-4-yl)pyridin-2-yl)-N-isopropyl-2,7-diazaspiro[3.5]nonane-2-carboxamide C(#N)C=1C=NN2C1C(=CC(=C2)OCCO)C=2C=CC(=NC2)N2CCC1(CN(C1)C(=O)NC(C)C)CC2